(trans)-4-hydroxy-4-methylcyclohexylmethanesulfonate OC1(CCC(CC1)CS(=O)(=O)[O-])C